7,8-dimethyl-2,3,4,5-tetrahydro-1H-benzo[d]azepine-6,9-dione CC=1C(C2=C(CCNCC2)C(C1C)=O)=O